1,2-diamino-8-(benzyloxy)-9-((2R,3R,5S)-3-hydroxy-5-(hydroxymethyl)tetrahydrofuran-2-yl)-1,9-dihydro-6H-purin-6-one NN1C(=NC=2N(C(=NC2C1=O)OCC1=CC=CC=C1)[C@@H]1O[C@@H](C[C@H]1O)CO)N